C(C)(C)(C)OC(=O)N1CCC(=CC1)C=1N=NC(=CC1)NC(=O)C12CCC(CC1)(CC2)C(=O)OC 4-{6-[(4-methoxycarbonyl-bicyclo[2.2.2]octane-1-carbonyl)-amino]-pyridazin-3-yl}-3,6-dihydro-2H-pyridine-1-carboxylic acid tert-butyl ester